2,2-DIMETHYL-1,3-DIOXOLANE-4-CARBOXALDEHYDE CC1(OCC(O1)C=O)C